N-(5-(3-((1S,3R)-3-(trifluoromethoxy)cyclopentyl)phenyl)-4-(2-(trifluoromethyl)phenyl)thiazol-2-yl)benzenesulfonamide FC(O[C@H]1C[C@H](CC1)C=1C=C(C=CC1)C1=C(N=C(S1)NS(=O)(=O)C1=CC=CC=C1)C1=C(C=CC=C1)C(F)(F)F)(F)F